C1CC12CN(CC2)[C@@H](C)C2=CC(=NC(=C2)C2CC2)C(=O)NC2=CC(=CC=C2)C2(COC2)[C@H](C2=NN=CN2C)F 4-((S)-1-(5-azaspiro[2.4]heptan-5-yl)ethyl)-6-cyclopropyl-N-(3-(3-((R)-fluoro(4-methyl-4H-1,2,4-triazol-3-yl)methyl)oxetan-3-yl)phenyl)-picolinamide